CC1=CC=C(COC2=C(CNCC3CCNCC3)C=CC=C2)C=C1 {2-[(4-methylbenzyl)oxy]benzyl}-N-(4-piperidylmethyl)amine